C12(CC3CC(CC(C1)C3)C2)NC(=O)C2=NN(C3=CC=CC=C23)CCCCC N-(1-adamantyl)-1-pentylindazole-3-carboxamide